TERT-BUTYL [(1S)-2-CYCLOHEXYL-1-FORMYLETHYL]CARBAMATE C1(CCCCC1)C[C@@H](C=O)NC(OC(C)(C)C)=O